[Ca].C=CC.C=CC.C=CC.C=CC tetrapropylene calcium